NC=1OC2=C(N1)C=C(C=C2)C=2C=C1C(=NC2)NC=C1 5-(2-aminobenzooxazol-5-yl)-1H-pyrrolo[2,3-b]pyridin